C(CCCC)CS(=O)(=O)OC1=C2C(N(C(=NC2=CC=C1)C)C1C(NC(CC1)=O)=O)=O (3-(2,6-dioxopiperidin-3-yl)-2-methyl-4-oxo-3,4-dihydroquinazolin-5-yl) pentylmethanesulfonate